tert-Butyl 4-[2-[4-(4-chlorophenyl)-2-(4-methoxyphenyl)imidazol-1-yl]acetyl]piperazine-1-carboxylate ClC1=CC=C(C=C1)C=1N=C(N(C1)CC(=O)N1CCN(CC1)C(=O)OC(C)(C)C)C1=CC=C(C=C1)OC